dimethyl tetralin-2,6-dicarboxylate C1C(CCC2=CC(=CC=C12)C(=O)OC)C(=O)OC